C1(CC1)C1=NN(C=C1C1=NC=C(C=C1F)F)C(=O)OC(C)(C)C tert-butyl 3-cyclopropyl-4-(3,5-difluoro-2-pyridyl)pyrazole-1-carboxylate